Octadecyldimethylamine Oxide C(CCCCCCCCCCCCCCCCC)[N+](C)(C)[O-]